C(C1=CC=CC=C1)(=O)OC1CCC1 Cyclobutyl Benzoate